(R)-2-((1-(2-cyano-3-(1-(methoxymethyl)-4-methyl-2-azabicyclo[2.1.1]hexan-2-yl)-7-methylquinoxalin-5-yl)ethyl)amino)benzoic acid C(#N)C1=NC2=CC(=CC(=C2N=C1N1C2(CC(C1)(C2)C)COC)[C@@H](C)NC2=C(C(=O)O)C=CC=C2)C